CC=1C(=C(C=CC1)C(=O)N1[C@H]2C(CC(C1)CC2)NC2=NC=C(N=C2)C(F)(F)F)N2N=CC=N2 |r| (R/S)-(3-methyl-2-(2H-1,2,3-triazol-2-yl)phenyl)(6-((5-(trifluoromethyl)pyrazin-2-yl)amino)-2-azabicyclo[2.2.2]octan-2-yl)methanone